CSC1=NC=C(C(=N1)NC1CCC(CC1)NC(=O)OC(C)(C)C)C(CC(=O)OCC)=O Ethyl 3-[2-(methylsulfanyl)-4-{[(1r,4r)-4-[(tert-butoxycarbonyl)amino]cyclohexyl]amino}pyrimidin-5-yl]-3-oxopropanoate